2-(4-ethoxyphenoxy)-N-phenyl-N-tetrahydrothiophen-3-yl-acetamide C(C)OC1=CC=C(OCC(=O)N(C2CSCC2)C2=CC=CC=C2)C=C1